C(#N)C1=C(C=CC(=C1)C(F)(F)F)S(=O)(=O)N1C[C@@H]([C@@](C1)(CO)O)OC1=CC(=C(C#N)C=C1F)F 4-(((3S,4R)-1-((2-cyano-4-(trifluoromethyl)phenyl)sulfonyl)-4-hydroxy-4-(hydroxymethyl)pyrrolidin-3-yl)oxy)-2,5-difluorobenzonitrile